The molecule is an (omega-1)-hydroxy fatty acid ascaroside that is ascr#22 in which the pro-R hydrogen that is beta to the carboxy group is replaced by a hydroxy group. It is a metabolite of the nematode Caenorhabditis elegans. It has a role as a Caenorhabditis elegans metabolite. It is an (omega-1)-hydroxy fatty acid ascaroside, a 3-hydroxy carboxylic acid and a monocarboxylic acid. It derives from an ascr#22 and a (3R,12R)-3,12-dihydroxytridecanoic acid. It is a conjugate acid of a bhas#22(1-). C[C@H]1[C@@H](C[C@H]([C@@H](O1)O[C@H](C)CCCCCCCC[C@H](CC(=O)O)O)O)O